C(#N)C1=NC=C(C(=N1)NC1=NNC=C1)C 3-((2-cyano-5-methylpyrimidin-4-yl)amino)-1H-pyrazol